ClC1=C(C=CC=C1)CN1N=C(C=C1C=1SC(=CC1)OC(C)C)COC(C(=O)O)(C)C 2-([1-[(2-Chlorophenyl)methyl]-5-[5-(propan-2-yloxy)thien-2-yl]-1H-pyrazol-3-yl]methoxy)-2-methylpropanoic acid